3-(2-Bromophenyl)-8-methyl-2-methylthio-4-oxo-3,4-dihydroquinazoline BrC1=C(C=CC=C1)N1C(=NC2=C(C=CC=C2C1=O)C)SC